C1(CCCCCCCCC1)=O Cyclodecanon